C(N)(=S)N1CCN(CC1)C(=O)OCCCC butyl 4-carbamothioylpiperazine-1-carboxylate